NC1=NN(C2=CC=CC(=C12)I)CCO 2-(3-amino-4-iodo-1H-indazol-1-yl)ethan-1-ol